2-(2-vinyloxy ethoxy)ethyl methacrylate C(C(=C)C)(=O)OCCOCCOC=C